1,4-Diethyl-1,2,3,4-tetrahydropyrido[3,4-b]pyrazine C(C)N1C2=C(N(CC1)CC)C=NC=C2